4'-((2'-butyl-1,7'-dimethyl-1H,3'H-[2,5'-bibenzo[d]imidazol]-3'-yl)methyl)-N-(4,5-dimethylisoxazol-3-yl)-2'-(ethoxymethyl)-N-(methoxymethyl)-[1,1'-biphenyl]-2-sulfonamide C(CCC)C=1N(C2=C(N1)C(=CC(=C2)C2=NC1=C(N2C)C=CC=C1)C)CC1=CC(=C(C=C1)C=1C(=CC=CC1)S(=O)(=O)N(COC)C1=NOC(=C1C)C)COCC